C(C)(C)(C)OC(=O)N1[C@@H](CN([C@@H](C1)[C@H](C)O)CC1=CC=CC=C1)C (2R,5S)-4-Benzyl-5-((S)-1-hydroxyethyl)-2-methylpiperazine-1-carboxylic acid tert-butyl ester